2-[(4-chlorophenyl)methoxycarbonylamino]-4-[2-methoxyethyl-[4-(5,6,7,8-tetrahydro-1,8-naphthyridin-2-yl)butyl]amino]butanoic acid ClC1=CC=C(C=C1)COC(=O)NC(C(=O)O)CCN(CCCCC1=NC=2NCCCC2C=C1)CCOC